Cyanomethyl-dodecyl trithiocarbonate (Cyanomethyl dodecyl trithiocarbonate) C(#N)CC(CCCCCCCCCCC)SC(S)=S.C(SC(CCCCCCCCCCC)CC#N)(S)=S